C(CCCCCCC)C(CO)(CO)CCCCCCCC 2,2-dioctylpropane-1,3-diol